P(=O)(OC[C@@H](CO)O)(OCC[N+](C)(C)C)[O-] (R)-2,3-dihydroxypropyl (2-(trimethylammonio)ethyl) phosphate